C(=O)O.ClC=1C=C2CCCN(C2=C(C1)C1=C2C(=NC=C1)C=C(S2)CN2C(CCC2=O)=O)C2CC1(C2)NCCC1 1-((7-(6-chloro-1-(5-azaspiro[3.4]octan-2-yl)-1,2,3,4-tetrahydroquinolin-8-yl)thieno[3,2-b]pyridin-2-yl)methyl)pyrrolidine-2,5-dione, formic acid salt